CCCCCCCCC=O The molecule is a saturated fatty aldehyde formally arising from reduction of the carboxy group of nonanoic acid. Metabolite observed in cancer metabolism. It has a role as a human metabolite and a plant metabolite. It is a saturated fatty aldehyde, a n-alkanal and a medium-chain fatty aldehyde. It derives from a nonanoic acid.